2-(5-(3,5-dichlorophenyl)thiophen-2-yl)-1-thiomorpholinoethan-1-one ClC=1C=C(C=C(C1)Cl)C1=CC=C(S1)C1SCCN(C1)C(C)=O